5-acetylamino-7,8-dimethoxyquinoline-2,4-dicarboxylic acid dimethyl ester COC(=O)C1=NC2=C(C(=CC(=C2C(=C1)C(=O)OC)NC(C)=O)OC)OC